CC(=CCOC(C(C)C)=O)CCC=C(C)C.FC[C@@H]1CN(C[C@@H]1C1=CN=C2N1C1=C(N=C2)NC=C1)C(=O)NCCC(F)(F)F (3S,4R)-3-fluoromethyl-4-(3H-imidazo[1,2-a]pyrrolo[2,3-e]pyrazin-8-yl)-N-(3,3,3-trifluoropropyl)pyrrolidine-1-amide 3,7-dimethylocta-2,6-dien-1-yl-isobutyrate